5,6,7,8-tetrahydrobenzo[4,5]thieno[2,3-d]pyrimidin-4-amine N1=CN=C(C2=C1SC1=C2CCCC1)N